2-(1-(3-Chloropyridinecarbonyl)pyrrolidin-3-yl)-5-(2-isopropylphenoxy)benzoic acid ClC=1C(=NC=CC1)C(=O)N1CC(CC1)C1=C(C(=O)O)C=C(C=C1)OC1=C(C=CC=C1)C(C)C